FC(C1=CC=C(C=C1)C1=CC2(CNC2)C1)(F)F 6-[4-(trifluoromethyl)phenyl]-2-azaspiro[3.3]hept-5-ene